3-(6-(1H-pyrazol-1-yl)pyrid-2-yl)-1-(2,6-difluorobenzyl)-5-((dimethylamino)methyl)-6-(4-nitrophenyl)thieno[2,3-d]pyrimidine-2,4(1H,3H)-dione N1(N=CC=C1)C1=CC=CC(=N1)N1C(N(C2=C(C1=O)C(=C(S2)C2=CC=C(C=C2)[N+](=O)[O-])CN(C)C)CC2=C(C=CC=C2F)F)=O